(benzyl-(2-hydroxyethyl)amino)-1-(1-methyl-1H-pyrazol-4-yl)ethan-1-one C(C1=CC=CC=C1)N(CCO)CC(=O)C=1C=NN(C1)C